ClC1=C(C=CC=C1)S(=O)(=O)NC1=NC(=C(C=C1F)C=1C=C2C=NC(=NC2=C(C1)C)F)OC 2-chloro-N-(3-fluoro-5-(2-fluoro-8-methylquinazolin-6-yl)-6-methoxypyridin-2-yl)benzenesulfonamide